1-ISOCYANO-2-METHOXYETHANE [N+](#[C-])CCOC